7-((S)-4-acryloyl-2-methylpiperazin-1-yl)-9-chloro-10-(2,4-difluorophenyl)-2,3-dihydro-5H-[1,4]thiazino[2,3,4-ij]quinazolin-5-one 1-oxide C(C=C)(=O)N1C[C@@H](N(CC1)C1=NC(N2C3=C(C(=C(C=C13)Cl)C1=C(C=C(C=C1)F)F)S(CC2)=O)=O)C